2-(4-(2-acetyl-5-chlorophenyl)-5-methoxy-2-oxopyridin-1(2H)-yl)-4-(tert-butoxy)-N-(4-(trifluoromethyl)phenyl)butanamide C(C)(=O)C1=C(C=C(C=C1)Cl)C1=CC(N(C=C1OC)C(C(=O)NC1=CC=C(C=C1)C(F)(F)F)CCOC(C)(C)C)=O